COC=1C=CC(=C2C=CC=NC12)[C@@H]1CN(C[C@@H](C1)C)C(CC1CCN(CC1)C)=O 1-[(3R,5R)-3-(8-methoxy-quinolin-5-yl)-5-methyl-piperidin-1-yl]-2-(1-methyl-piperidin-4-yl)-ethanone